NC1=CC=CC(=N1)S(=O)(=O)NC(=O)C=1C(=NC(=C(C1)C=1CCC2(OCCO2)CC1)C(C)(C)C)N1C(CC(C1)C)(C)C N-[(6-Amino-2-pyridyl)sulfonyl]-6-tert-butyl-5-(1,4-dioxaspiro[4.5]dec-8-en-8-yl)-2-(2,2,4-trimethylpyrrolidin-1-yl)pyridin-3-carboxamid